BrC=1C=C2C=CN(C(C2=CC1F)=O)CC(C[C@H](C)NC=1C=NN(C(C1C(F)(F)F)=O)COCC[Si](C)(C)C)F 6-bromo-7-fluoro-2-[(4S)-2-fluoro-4-[[6-oxo-5-(trifluoromethyl)-1-(2-trimethylsilylethoxymethyl)pyridazin-4-yl]amino]pentyl]isoquinolin-1-one